Cl.Cl.O=C(CCC(=O)OC1CCC2C3CCC4CCCC4C3CC=C2C1)N1CCNCCNCC1 2,3,4,7,8,9,10,11,12,13,14,15,16,17-tetradecahydro-1H-cyclopenta[a]phenanthren-3-yl 4-oxo-4-(1,4,7-triazonan-1-yl)butanoate dihydrochloride